N-((5-(6-aminopyridazin-3-yl)-1,3,4-oxadiazol-2-yl)methyl)-2-(2,4-bis(trifluoromethyl)phenyl)-N-(4-fluorophenyl)acetamide NC1=CC=C(N=N1)C1=NN=C(O1)CN(C(CC1=C(C=C(C=C1)C(F)(F)F)C(F)(F)F)=O)C1=CC=C(C=C1)F